4-[4-[4-(3-chlorophenyl)piperazin-1-yl]-4-oxo-butanoyl]benzonitrile ClC=1C=C(C=CC1)N1CCN(CC1)C(CCC(=O)C1=CC=C(C#N)C=C1)=O